(S)-4-(4-chlorophenyl)-6-(2-methoxy-2-oxoethyl)-3,9-dimethyl-6H-thieno[3,2-f][1,2,4]triazolo[4,3-a][1,4]diazepine-2-carboxylic acid ClC1=CC=C(C=C1)C1=N[C@H](C=2N(C3=C1C(=C(S3)C(=O)O)C)C(=NN2)C)CC(=O)OC